CC(CS(=O)(=O)O)=C 2-methyl-allylsulfonic acid